[4-[[3-[4-(difluoromethoxy)phenyl]imidazo[1,2-a]pyrazin-8-yl]amino]-2-methylphenyl]-[4-(imidazol-1-ylmethyl)piperidin-1-yl]methanone FC(OC1=CC=C(C=C1)C1=CN=C2N1C=CN=C2NC2=CC(=C(C=C2)C(=O)N2CCC(CC2)CN2C=NC=C2)C)F